NC[C@@]1(OC2=C(C1)C(=C(C=C2)Cl)C2=C(OCCN)C=CC=C2F)C2=CC=CC=C2 |o1:2| 2-(2-((2S*,4S*)-2-(aminomethyl)-5-chloro-2-phenyl-2,3-dihydrobenzofuran-4-yl)-3-fluorophenoxy)ethan-1-amine